(S)-pent-4-ene-2-amine C[C@@H](CC=C)N